[18F]CCCCOC(=O)[C@]12CCC[C@H](CC1)N2C [18F]fluoropropylcarbomethoxytropane